methyl 2-(1-ethynylcyclobutyl)acetate C(#C)C1(CCC1)CC(=O)OC